5-(3-(piperidin-4-yl)-1H-pyrazol-5-yl)thiazole N1CCC(CC1)C1=NNC(=C1)C1=CN=CS1